FC(CN1CCN(CC1)C1=CC=C(C=C1)NC1CC2(C1)CC(C2)N)(F)F N2-(4-(4-(2,2,2-trifluoroethyl)piperazin-1-yl)phenyl)spiro[3.3]heptane-2,6-diamine